FC1=CC=C(C(=O)NN)C=C1 4-fluorobenzohydrazide